O1C[C@H](CC1)OC1=NC2=NC=CN=C2C(=N1)N (((S)-tetrahydrofuran-3-yl)oxy)pteridine-4-amine